(6-bromopyrazine-2-yl)methanol BrC1=CN=CC(=N1)CO